2-[1-(3-bromophenyl)cyclopropyl]-2-hydroxy-N-[(methylaminothioformyl)amino]-acetamide BrC=1C=C(C=CC1)C1(CC1)C(C(=O)NNC(=S)NC)O